(1s,3s)-3-(((6-(5-(6-methylpyridin-2-yl)-1H-imidazol-4-yl)quinolin-3-yl)amino)methyl)cyclobutane-1-carboxylic acid CC1=CC=CC(=N1)C1=C(N=CN1)C=1C=C2C=C(C=NC2=CC1)NCC1CC(C1)C(=O)O